(2R,3S)-3-(1-(4-trifluoromethyl-benzyl)-1H-pyrazol-3-yl)-2-(2,4-difluorophenyl)-1-(1H-tetrazol-1-yl)butan-2-ol tert-butyl-(3R,5R)-3-methoxy-5-methylpiperidine-1-carboxylate C(C)(C)(C)C1N(C[C@@H](C[C@H]1OC)C)C(=O)O[C@](CN1N=NN=C1)([C@@H](C)C1=NN(C=C1)CC1=CC=C(C=C1)C(F)(F)F)C1=C(C=C(C=C1)F)F